6-{6-[(4-cyano-2-fluorobenzyl)oxy]pyridin-2-yl}-6-azaspiro[2.5]octane-1-carboxylic acid C(#N)C1=CC(=C(COC2=CC=CC(=N2)N2CCC3(CC3C(=O)O)CC2)C=C1)F